NC1=NNC2=C1C(=NC=C2C2=NC=C(C=C2)C2CCN(CC2)C)C2=CC=C(CNC(C1=C(C=CC(=C1)F)OC)=O)C=C2 N-(4-(3-amino-7-(5-(1-methylpiperidin-4-yl)pyridin-2-yl)-1H-pyrazolo[4,3-c]pyridin-4-yl)benzyl)-5-fluoro-2-methoxybenzamide